2-(2-(((4-ethoxybenzo[d]thiazol-2-yl)methyl)carbamoyl)-2,3-dihydro-1H-inden-2-yl)acetic acid C(C)OC1=CC=CC2=C1N=C(S2)CNC(=O)C2(CC1=CC=CC=C1C2)CC(=O)O